(2R,3R,4S,5R,6R)-2-(acetoxymethyl)-6-(((2R,3R,4S,5R,6R)-4,5-diacetoxy-2-(acetoxymethyl)-6-bromotetrahydro-2H-pyran-3-yl)oxy)tetrahydro-2H-pyran C(C)(=O)OC[C@@H]1O[C@@H](CCC1)O[C@@H]1[C@H](O[C@@H]([C@@H]([C@H]1OC(C)=O)OC(C)=O)Br)COC(C)=O